(2RS,4RS)-1-(5-bromopyrimidin-4-yl)-2-methylpiperidine-4-carboxylic acid Lithium hydroxide monohydrate O.[OH-].[Li+].BrC=1C(=NC=NC1)N1[C@@H](C[C@@H](CC1)C(=O)O)C |r|